CC(C(SCCCCCCCC(NC=1SC=C(N1)C1=CC=CC=C1)=O)=O)C S-(8-oxo-8-((4-phenylthiazol-2-yl)amino)octyl) 2-methylpropane-thioate